C(C)(C)(C)OC(CCOCCN1C=CC2=C1C=NN(C2=O)COCC[Si](C)(C)C)=O.C(CCCCCCCCCCCCCCC)N(O)CCCCCCCCCCCCCCCC N,N-bis(hexadecyl)hydroxylamine tert-butyl-3-(2-(4-oxo-5-((2-(trimethylsilyl)ethoxy)methyl)-4,5-dihydro-1H-pyrrolo[2,3-d]pyridazin-1-yl)ethoxy)propanoate